BrC1=C(C(=CC=C1)Br)CCO 2-(2,6-dibromophenyl)ethan-1-ol